2-[4-(hydroxymethyl)cyclohexyl]-6-isopropoxy-N-pyrazolo[1,5-a]pyrimidin-3-yl-indazole-5-carboxamide OCC1CCC(CC1)N1N=C2C=C(C(=CC2=C1)C(=O)NC=1C=NN2C1N=CC=C2)OC(C)C